1-ethyl-(3-dimethylaminopropyl)-3-ethyl-carbodiimide hydrochloride Cl.C(C)N=C=NCCCCCN(C)C